2-chloro-N-phenyl-N-((tetrahydro-2H-pyran-4-yl)methyl)quinazolin-4-amine ClC1=NC2=CC=CC=C2C(=N1)N(CC1CCOCC1)C1=CC=CC=C1